[N+](=O)([O-])[O-].[N+](=O)([O-])C1=C(C=CC=C1)N1C(=CC=C1)C=CC=NC(=[NH+]N)N N-{3-[1-(2-nitrophenyl)-1H-pyrrol-2-yl]-allylidene}-aminoguanidinium nitrate